(R)-1-(1-acryloylpyrrolidin-3-yl)-5-amino-3-((3,5-dimethoxyphenyl)ethynyl)-1H-pyrazole-4-carboxamide C(C=C)(=O)N1C[C@@H](CC1)N1N=C(C(=C1N)C(=O)N)C#CC1=CC(=CC(=C1)OC)OC